ClC1=CC(=C2C=NNC2=C1)C1(C[C@H]2C([C@H]2C1)NC(C1=CN=CC(=C1)F)=O)O N-((1R,3r,5S,6r)-3-(6-chloro-1H-indazol-4-yl)-3-hydroxybicyclo[3.1.0]hexan-6-yl)-5-fluoronicotinamide